N,N-dimethyl-1,4-oxaazepane-2-carboxamide CN(C(=O)C1OCCCNC1)C